valine-4,4,4,4',4',4'-d N[C@@H](C(C([2H])([2H])[2H])C([2H])([2H])[2H])C(=O)O